C(#N)C=1C=C(C=CC1)C=1N=C(SC1C1=CC(=NC(=C1)C)C)NC(=O)N1CC2(CCO2)C1 N-[4-(3-cyanophenyl)-5-(2,6-dimethyl-4-pyridinyl)thiazol-2-yl]-1-oxa-6-azaspiro[3.3]heptane-6-carboxamide